CN1CC(C1)NC(C1=CC=CC=C1)=O N-(1-methylazetidin-3-yl)benzamide